COCCOC1=NC=CC(=N1)C(=O)O 2-[(2-methoxyethyl)oxy]pyrimidine-4-carboxylic acid